Tetracosa-13,16,19-trienoic acid C(CCCCCCCCCCCC=CCC=CCC=CCCCC)(=O)O